C[C@]12CC3(CC(C[C@@](C1)(C3)C)C2)NC(NC2=CC=C(C(=O)NCCC(=O)NO)C=C2)=O 4-(3-((1r,3R,5S,7r)-3,5-dimethyladamantan-1-yl)ureido)-N-(3-(hydroxyamino)-3-oxopropyl)benzamide